1-(5-chloro-3-fluoropyridin-2-yl)-3-(3-methyloxetan-3-yl)-4-(4-(trifluoro-methyl)-benzyl)piperazine-2,5-dione ClC=1C=C(C(=NC1)N1C(C(N(C(C1)=O)CC1=CC=C(C=C1)C(F)(F)F)C1(COC1)C)=O)F